4-{6-[4-(1-tert-butoxycarbonyl-1,2,3,6-tetrahydro-pyridin-4-yl)-3-fluoro-benzoylamino]-pyridin-3-yl}-piperazine-1-carboxylic acid tert-butyl ester C(C)(C)(C)OC(=O)N1CCN(CC1)C=1C=NC(=CC1)NC(C1=CC(=C(C=C1)C=1CCN(CC1)C(=O)OC(C)(C)C)F)=O